OC=1C=C2CCNC(C2=CC1O)CC1=CC=C(C=C1)OC 6,7-dihydroxy-1-(4-methoxybenzyl)-1,2,3,4-tetrahydroisoquinoline